ClC1=CC=C(C=C1)N1N=CC(=N1)C12CC(C1)(C2)N 3-[2-(4-chlorophenyl)triazol-4-yl]Bicyclo[1.1.1]Pentane-1-amine